Methyl 2-[1-[2-(2,7-dimethylindazol-5-yl)-6-methyl-4-oxo-chromen-8-yl]ethylamino]-6-fluoro-benzoate CN1N=C2C(=CC(=CC2=C1)C=1OC2=C(C=C(C=C2C(C1)=O)C)C(C)NC1=C(C(=O)OC)C(=CC=C1)F)C